N1(C=CC2=CC=CC=C12)[C@H]1CC[C@H](CC1)N1N=CC(=C(C1=O)Cl)NC[C@@H]1COCCC1 2-((cis)-4-(1H-indol-1-yl)cyclohexyl)-4-chloro-5-(((R)-tetrahydro-2H-pyran-3-yl)methylamino)pyridazin-3(2H)-one